OCC=1OCOC1C 4-(hydroxymethyl)-5-methyl-2H-1,3-dioxole